2-(2,2-dibromovinyl)-aniline BrC(=CC1=C(N)C=CC=C1)Br